C(C#C)OCCCCCCCC1=CC=C(C=C1)CC(=O)O 2-(4-(7-(prop-2-yn-1-yloxy)heptyl)phenyl)acetic acid